C(C)OCCC=1C=C2C[C@H](C(=CC2=CC1)CN1CC(C1)C(=O)O)C 1-{[(3R)-6-(2-ethoxyethyl)-3-methyl-3,4-dihydro-2-naphthyl]Methyl}-3-azetidinecarboxylic acid